4-(3H-[1,2,3]triazolo[4,5-b]pyridin-3-yl)-N-(8-methylisoquinolin-1-yl)-N-(pyrrolidin-3-yl)benzamide N1=NN(C2=NC=CC=C21)C2=CC=C(C(=O)N(C1CNCC1)C1=NC=CC3=CC=CC(=C13)C)C=C2